S1C(=CC=C1)C=NO thiophene-2-carbaldehyde oxime